(S)-2-(2-((benzyloxy)carbonyl)hydrazino)-3-(3,4-dihydroxyphenyl)-2-methylpropanoic acid C(C1=CC=CC=C1)OC(=O)NN[C@](C(=O)O)(CC1=CC(=C(C=C1)O)O)C